The molecule is a beta-D-glucoside that is the 2-aminoethyl glycoside of a tetrasaccharide consisting of alpha-D-glucosyl, alpha-D-galactosyl, beta-D-glucuronosyl and beta-D-glucosyl residues linked sequentially (1->4). It is a beta-D-glucoside and a tetrasaccharide derivative. C(CO[C@H]1[C@@H]([C@H]([C@@H]([C@H](O1)CO)O[C@H]2[C@@H]([C@H]([C@@H]([C@H](O2)C(=O)O)O[C@@H]3[C@@H]([C@H]([C@H]([C@H](O3)CO)O[C@@H]4[C@@H]([C@H]([C@@H]([C@H](O4)CO)O)O)O)O)O)O)O)O)O)N